5-methoxyl-2-nitroaniline O(C)C=1C=CC(=C(N)C1)[N+](=O)[O-]